ClC=1C(=NC=CC1C1=NC(=C(C=C1)CN1CC2(C1)CNC(C2)=O)OC)C2=C1CC[C@@H](C1=CC=C2)OC2=NC(=C(C=O)C=C2C(F)(F)F)OC (S)-6-((4-(3'-Chloro-6-methoxy-5-((7-oxo-2,6-diazaspiro[3.4]octan-2-yl)methyl)-[2,4'-bipyridin]-2'-yl)-2,3-dihydro-1H-inden-1-yl)oxy)-2-methoxy-5-(trifluoromethyl)nicotinaldehyde